ClC=1C(=CC2=C([C@@H]([C@](O2)(C2=CC=CC=C2)CNC2CCC(CC2)(C)O)C)C1C1=C(C(=O)NC)C=CC(=C1F)OCCO)F ((2s,3s,4r)-5-chloro-6-fluoro-2-((((trans)-4-hydroxy-4-methylcyclohexyl)amino)methyl)-3-methyl-2-phenyl-2,3-dihydrobenzofuran-4-yl)-3-fluoro-4-(2-hydroxyethoxy)-N-methylbenzamide